C(C)(C)(C)OC(=O)N1CCC(=CC1)C1=CC(=C(C=C1)NC=1C(=NC(=CC1)OCC1=CC=CC=C1)OCC1=CC=CC=C1)F 4-[4-(2,6-Bis-benzyloxy-pyridin-3-ylamino)-3-fluoro-phenyl]-3,6-dihydro-2H-pyridine-1-carboxylic acid tert-butyl ester